chloransulfenate ClS[O-]